1-(3-chloro-4-methyl-5-(2-morpholinoethoxy)phenyl)-3-(1-(4-(2,6-dioxopiperidin-3-yl)-3,5-difluorophenyl)azetidin-3-yl)urea ClC=1C=C(C=C(C1C)OCCN1CCOCC1)NC(=O)NC1CN(C1)C1=CC(=C(C(=C1)F)C1C(NC(CC1)=O)=O)F